OC[C@H](C(=O)[O-])NC (2R)-3-hydroxy-2-(methylamino)propanoate